BrC=1C=C(C(=NC1)C1=NN(C=N1)C)Cl 5-Bromo-3-chloro-2-(1-methyl-1H-1,2,4-triazol-3-yl)pyridine